6-(4-Methoxy-benzyl)-3,3-dimethyl-2,3-dihydro-1H-pyrrolo[3,2-c]pyridine, Hydrochloride Salt Cl.COC1=CC=C(CC2=CC3=C(C=N2)C(CN3)(C)C)C=C1